FC(C(=O)O)(C1=CC(=C(C=C1)OC)F)F 2,2-difluoro-2-(3-fluoro-4-methoxyphenyl)acetic acid